C(CCCCCCCCC=CCCCCCCCCCCC)(=O)O 10-Docosenoic acid